N1=CC(=CC(=C1)C(=O)N1CCCC2=CC=CC=C12)C=1C=NC=CC1 [3,3'-bipyridin]-5-yl-(3,4-dihydroquinolin-1(2H)-yl)methanone